4,6-bis-(2,4-dimethylphenyl)-2-(2-hydroxy-4-hexyloxy-5-α-cumylphenyl)-s-triazine CC1=C(C=CC(=C1)C)C1=NC(=NC(=N1)C1=C(C=C(C=C1)C)C)C1=C(C=C(C(=C1)C(C)(C)C1=CC=CC=C1)OCCCCCC)O